8-[(2s,5s)-5-(methoxymethyl)-2-methyl-4-[(3,4,5-trifluorophenyl)methyl]piperazin-1-yl]-5-methyl-6-oxo-5,6-dihydro-1,5-naphthyridine-2-carbonitrile COC[C@H]1N(C[C@@H](N(C1)C1=CC(N(C=2C=CC(=NC12)C#N)C)=O)C)CC1=CC(=C(C(=C1)F)F)F